CN1N=CC2=CC(=CC(=C12)OC1=CC=C(C=C1)OCCO[C@H]1COCC1)C(=O)N 1-methyl-7-[4-[2-[(3R)-tetrahydrofuran-3-yl]oxyethoxy]phenoxy]indazole-5-carboxamide